1-(3,5-dimethylphenyl)-1H-pyrrole-2,5-dione CC=1C=C(C=C(C1)C)N1C(C=CC1=O)=O